BrC1=NN(C2=CC(=CC=C12)NC(C=C)=O)CC1=CC=C(C=C1)C(F)(F)F N-(3-bromo-1-(4-(trifluoromethyl)benzyl)-1H-indazol-6-yl)acrylamide